tert-butyl (3-((tert-butyldimethylsilyl)oxy)pent-4-en-1-yl)carbamate [Si](C)(C)(C(C)(C)C)OC(CCNC(OC(C)(C)C)=O)C=C